Piperazin-1-yl(5-(4-(trifluoromethyl)phenoxy)naphthalen-2-yl)methanone N1(CCNCC1)C(=O)C1=CC2=CC=CC(=C2C=C1)OC1=CC=C(C=C1)C(F)(F)F